1-((3R,4S)-3-fluoro-4-((6-fluoro-5-(1-((S)-1-fluoropropan-2-yl)-1H-benzo[d][1,2,3]triazol-6-yl)-4-methoxypyrrolo[2,1-f][1,2,4]triazin-2-yl)amino)piperidin-1-yl)ethan-1-one-2,2,2-d3 F[C@@H]1CN(CC[C@@H]1NC1=NN2C(C(=N1)OC)=C(C(=C2)F)C=2C=CC1=C(N(N=N1)[C@H](CF)C)C2)C(C([2H])([2H])[2H])=O